2-butoxy-7-(3-(pyrrolidin-1-ylmethyl)benzyl)-5H-pyrrolo[3,2-d]pyrimidin-4-amine C(CCC)OC=1N=C(C2=C(N1)C(=CN2)CC2=CC(=CC=C2)CN2CCCC2)N